C1(CCC1)NC(=O)C1(CCNCC1)CC N-cyclobutyl-4-ethyl-piperidine-4-carboxamide